1-(6,7-dihydro-5H-benzo[6,7]cyclohepta[1,2-c]pyridazin-3-yl)-N3-(6-(3-cyanophenyl)pyridine-3-yl)-1H-1,2,4-triazole-3,5-diamine N1=NC(=CC2=C1C1=C(CCC2)C=CC=C1)N1N=C(N=C1N)NC=1C=NC(=CC1)C1=CC(=CC=C1)C#N